(3-acrylamido-4-(trifluoromethyl)phenyl)boronic acid C(C=C)(=O)NC=1C=C(C=CC1C(F)(F)F)B(O)O